(1-((tert-butyldimethylsilyl)oxy)cyclopropyl)-3-chloropyridine [Si](C)(C)(C(C)(C)C)OC1(CC1)C1=NC=CC=C1Cl